CC1=C(C(=O)P(C2=C(C=C(C=C2)OCCCCC)OCCCCC)(C(C2=C(C=C(C=C2C)C)C)=O)=O)C(=CC(=C1)C)C bis(2,4,6-trimethyl-benzoyl)(2,4-dipentoxyphenyl)phosphine oxide